FC=1C=C2C[C@H](CN3C2=C(C1)C=C3)NC(OC(C)(C)C)=O tert-butyl (R)-(8-fluoro-5,6-dihydro-4H-pyrrolo[3,2,1-ij]quinolin-5-yl)carbamate